C(#N)CC1=C(C=CC=C1)CNC(OC1=C(C=C(C=C1N1C(NCC1)=O)C(F)(F)F)C(F)(F)F)=O 2,4-bis(trifluoromethyl)-6-(2-oxoimidazolidin-1-yl)phenyl 2-(cyanomethyl)phenylmethylcarbamate